C(C1=CC=CC=C1)OC(=O)N1CCN(CC1)C1CC2(C1)CCN(CC2)C2=C(C=C(C(=C2)OC)[N+](=O)[O-])C=2C=NN(C2)C 4-(7-(5-methoxy-2-(1-methyl-1H-pyrazol-4-yl)-4-nitrophenyl)-7-azaspiro[3.5]non-2-yl)piperazine-1-carboxylic acid benzyl ester